(R)-N-(cyclobutylmethyl)-1-(6-((5-(5-methoxypyridin-3-yl)-4H-1,2,4-triazol-3-yl)methyl)pyridazin-3-yl)piperidin-3-amine C1(CCC1)CN[C@H]1CN(CCC1)C=1N=NC(=CC1)CC1=NN=C(N1)C=1C=NC=C(C1)OC